C(C)(C)(C)OC(=O)N1C=CC2=C(C(=CC(=C12)C)OC)CN1C(CC2(CC(C2)(C)F)CC1)C1=CC=C(C=C1)C(=O)OC 4-((2-fluoro-6-(4-(methoxycarbonyl)phenyl)-2-methyl-7-azaspiro[3.5]non-7-yl)methyl)-5-methoxy-7-methyl-1H-indole-1-carboxylic acid tert-butyl ester